C(C=C)[C@H](OCOC)C([C@H](CCO[Si](CC)(CC)CC)O[Si](CC)(CC)CC)(C)C (5S,7S)-5-allyl-11,11-diethyl-6,6-dimethyl-7-((triethylsilyl)oxy)-2,4,10-tri-oxa-11-silatridecane